FC(C=1C=NC2=CC=CC=C2C1)F 3-(difluoromethyl)quinolin